ClC1=C(C=CC(=C1)F)C1=C(C=C(C(=C1)Cl)C(NC=1C=NC(=C(C1)Cl)N1N=CC=N1)=O)NC(OCC)=O Ethyl (2',5-dichloro-4-((5-chloro-6-(2H-1,2,3-triazol-2-yl)pyridin-3-yl)carbamoyl)-4'-Fluoro-[1,1'-biphenyl]-2-yl)carbamate